C(C)(C)C1=CC=C(C=C1)C(=C)C1=CC=2NC3=CC=CC=C3SC2C=C1 2-(1-(4-isopropylphenyl)vinyl)-10H-phenothiazine